2,2'-(diselanediylbis(4,1-phenylene))bis(benzo[d][1,2]selenazol-3(2H)-one) [Se]([Se]C1=CC=C(C=C1)N1[Se]C2=C(C1=O)C=CC=C2)C2=CC=C(C=C2)N2[Se]C1=C(C2=O)C=CC=C1